N-((2-(6-(2-Ethyl-5-Fluoro-4-Hydroxyphenyl)-1H-Indazol-3-yl)-1H-Imidazol-4-yl)methyl)cyclopropansulfonamid C(C)C1=C(C=C(C(=C1)O)F)C1=CC=C2C(=NNC2=C1)C=1NC=C(N1)CNS(=O)(=O)C1CC1